N-(1-ethyl-2-oxo-1,2-dihydrobenzo[cd]indol-6-yl)cyclohexanesulfonamide C(C)N1C(C2=C3C(C(=CC=C13)NS(=O)(=O)C1CCCCC1)=CC=C2)=O